1,2,3-triamino-cyclohexane NC1C(C(CCC1)N)N